7-chloro-2-methyl-[1,2,4]triazolo[4,3-a]pyridin-3(2H)-one ClC1=CC=2N(C=C1)C(N(N2)C)=O